(4-bromo-3-methoxyphenyl)(3-methoxyazetidin-1-yl)methanone BrC1=C(C=C(C=C1)C(=O)N1CC(C1)OC)OC